BIS(PYRROLIDINO)BUTAN N1(CCCC1)C(C(C)N1CCCC1)C